1-(thiophen-2-ylmethyl)-1,2,3,6-tetrahydropyridin-3-ol S1C(=CC=C1)CN1CC(C=CC1)O